[Br-].C(CCCCCCCCCCC)[N+](CC)(CC)C1=CC(=CC=C1)O N-dodecyl-N,N-diethyl-(3-hydroxy)phenylammonium bromide